(3S,5S)-5-[(3-chloro-4-fluorophenyl)((methyl-d3)carbamoyl)]-1-[6-methyl-4-(trifluoromethyl)pyridin-2-yl]Pyrrolidine-3-carboxylic acid ClC=1C=C(C=CC1F)N(C(=O)[C@@H]1C[C@@H](CN1C1=NC(=CC(=C1)C(F)(F)F)C)C(=O)O)C([2H])([2H])[2H]